2-(4-ethyl-6-methylpyrazolo[1,5-a]pyrazin-2-yl)-9-methyl-7-(piperidin-4-yl)-4H-pyrido[1,2-a]pyrimidin-4-one C(C)C=1C=2N(C=C(N1)C)N=C(C2)C=2N=C1N(C(C2)=O)C=C(C=C1C)C1CCNCC1